(2S)-2-{[5-(cyclopropylmethoxy)-2-(difluoromethyl)-1-benzofuran-3-yl]formamido}-3-hydroxypropanamide C1(CC1)COC=1C=CC2=C(C(=C(O2)C(F)F)C(=O)N[C@H](C(=O)N)CO)C1